(±)-Trans-3-butyl-3-ethyl-2,3,4,5-tetrahydro-8-isopropoxy-5-phenyl-1,4-benzothiazepin-4-ol 1,1-dioxide C(CCC)[C@]1(CS(C2=C([C@@H](N1O)C1=CC=CC=C1)C=CC(=C2)OC(C)C)(=O)=O)CC |r|